diethyl N-(3-trimethoxysilylpropyl)-aminosuccinate CO[Si](CCCNC(C(=O)OCC)CC(=O)OCC)(OC)OC